ClC1=C(C=CC=C1F)[C@@H](C(C)C)OC1=NC(=NC=C1)C(=O)N[C@H](C)\C=C\S(=O)(=O)C ((R)-1-(2-Chloro-3-fluorophenyl)-2-methylpropoxy)-N-((R,E)-4-(methylsulfonyl)but-3-en-2-yl)pyrimidine-2-carboxamide